COC=1C(=CCN(C1)CC1=CC(=CC=C1)CC(=O)NC)\C=C\[C@@H]1CC[C@H](CC1)C(F)(F)F 5-methoxy-N-(3-(2-(methylamino)-2-oxoethyl)benzyl)-4-((E)-2-(trans-4-(trifluoromethyl)cyclohexyl)vinyl)pyridine